ClC1=CC(=C(OCC2=NC=CC(=C2)OC2CCN(CC2)CC2=NC3=C(N2C[C@H]2OCC2)C=C(C(=C3)F)C(=O)O)C=C1)F 2-{[4-({2-[(4-chloro-2-fluorophenoxy)methyl]pyridin-4-yl}oxy)piperidin-1-yl]methyl}-5-fluoro-1-{[(2S)-oxetan-2-yl]methyl}-1H-1,3-benzodiazole-6-carboxylic acid